((1R,3R)-3-aminocyclobutyl)(4-(3-methyl-5-(trifluoromethyl)pyridin-2-yl)piperazine-1-yl)methanone NC1CC(C1)C(=O)N1CCN(CC1)C1=NC=C(C=C1C)C(F)(F)F